C(C1=CC=CC=C1)(=O)OC(C(C)C)(CC(CC)OC(C1=CC=CC=C1)=O)CCC 2-methyl-3-propyl-3,5-heptanediol dibenzoate